benzyl (1s,4s)-4-hydroxycyclohexane-1-carboxylate OC1CCC(CC1)C(=O)OCC1=CC=CC=C1